C(C)(C)(C)OC(=O)N1CC(CCC1)(F)C(NC=1C(=NC=C(C1)Br)O)=O 3-((5-bromo-2-hydroxypyridin-3-yl)carbamoyl)-3-fluoro-piperidine-1-carboxylic acid tert-butyl ester